C(C)(C)(C)OC(=O)N(C(CC(=O)OCC=C)C(=O)N1CCOCC1)C Allyl 3-((tert-butoxycarbonyl) (methyl) amino)-4-morpholino-4-oxobutanoate